FC(S(=O)(=O)OC1=C(C=C(C=C1C=O)C1=NC=CC=C1NC(C)C=1C=C(C=C2C(C(=C(OC12)N1CCOCC1)C)=O)C)F)(F)F [4-[3-[1-(3,6-dimethyl-2-morpholino-4-oxo-chromen-8-yl)ethylamino]-2-pyridyl]-2-fluoro-6-formyl-phenyl] trifluoromethanesulfonate